O[C@]12[C@@H]3CC[C@@H]4CC(CC[C@@]4([C@H]3CC[C@@]2([C@H](CC1)C=1C=CC(OC1)=O)C)C)NC(=O)N1CCNCC1 N-((5R,8R,9S,10S,13R,14S,17R)-14-hydroxy-10,13-dimethyl-17-(2-oxo-2H-pyran-5-yl)hexadecahydro-1H-cyclopenta[a]phenanthren-3-yl)piperazine-1-carboxamide